Trimethyl-ammonium tetrakis(perfluoronaphthalen-2-yl)borate methyl-(5-((4-(4-isobutyryl-3,5-dimethylpiperazin-1-yl)phenyl)thio)-1H-benzo[d]imidazol-2-yl)carbamate CN(C([O-])=O)C1=NC2=C(N1)C=CC(=C2)SC2=CC=C(C=C2)N2CC(N(C(C2)C)C(C(C)C)=O)C.FC2=C(C(=C(C1=C(C(=C(C(=C21)F)F)F)F)F)F)[B-](C2=C(C1=C(C(=C(C(=C1C(=C2F)F)F)F)F)F)F)(C2=C(C1=C(C(=C(C(=C1C(=C2F)F)F)F)F)F)F)C2=C(C1=C(C(=C(C(=C1C(=C2F)F)F)F)F)F)F.C[NH+](C)C.C[NH+](C)C